ClC=1C=C(C=CC1C(F)(F)F)NC(=O)N1C2CC3=C(N=CN=C3)C1CC2 (5S,8R)-N-(3-chloro-4-(trifluoromethyl)phenyl)-6,7,8,9-tetrahydro-5H-6,9-epimino-cyclohepta[d]pyrimidine-10-carboxamide